ClC=1C=C(C(=O)NC2=CC=C(C=C2)[C@@H]2CNCCO2)C=CC1 (R)-3-Chloro-N-(4-(morpholin-2-yl)-phenyl)-benzamid